1-(4-aminobutyl)-1H-pyrazolo[3,4-d]pyrimidin-4-amine trifluoroacetic Acid Salt FC(C(=O)O)(F)F.NCCCCN1N=CC=2C1=NC=NC2N